4-(dimethylamino)-N-[(1s,4s)-4-{[4-cyano-3-(trifluoromethyl)phenyl]amino}cyclohexyl]benzamide CN(C1=CC=C(C(=O)NC2CCC(CC2)NC2=CC(=C(C=C2)C#N)C(F)(F)F)C=C1)C